2-amino-3-(1H-imidazol-4-yl)-N-[(1R,3S)-3-{[6-methyl-2-(trifluoromethyl)quinolin-4-yl]amino}cyclohexyl]propanamide NC(C(=O)N[C@H]1C[C@H](CCC1)NC1=CC(=NC2=CC=C(C=C12)C)C(F)(F)F)CC=1N=CNC1